[SiH]1=CC=CC=2C3=CC=CC=C3CC12 sila-fluorene